[Si](C)(C)(C(C)(C)C)OC[C@H]1N(CC=C(C1)C1=CSC=C1)C(=O)C1=C(C=C(C(=C1)OC)O[Si](C(C)C)(C(C)C)C(C)C)NC(OCC=C)=O allyl (S)-(2-(2-(((tert-butyldimethylsilyl)oxy)methyl)-4-(thiophen-3-yl)-1,2,3,6-tetrahydropyridine-1-carbonyl)-4-methoxy-5-((triisopropylsilyl)oxy)phenyl)carbamate